3-(1-benzyl-piperidin-4-yl)-1-(4-(piperidin-4-yl)phenyl)propan-1-one C(C1=CC=CC=C1)N1CCC(CC1)CCC(=O)C1=CC=C(C=C1)C1CCNCC1